O(C)C1=CC=C2C=CC=NC2=C1 7-Methoxyl-quinoline